(3R)-3-amino-7-[5-(3-chloro-1-methylsulfonyl-propyl)-1,2,4-triazin-3-yl]-5-[(4-chlorophenyl)methyl]-8-fluoro-1,1-dioxo-2,3-dihydro-1λ6,5-benzothiazepine-4-One N[C@H]1CS(C2=C(N(C1=O)CC1=CC=C(C=C1)Cl)C=C(C(=C2)F)C=2N=NC=C(N2)C(CCCl)S(=O)(=O)C)(=O)=O